C(C)(=O)NC=1C=NC(=NC1)N1CCC(CC1)NC(C1=CC=C(C=C1)C1=NC=CC2=C1C=CO2)=O N-[1-(5-acetamidopyrimidin-2-yl)piperidin-4-yl]-4-(furo[3,2-c]pyridin-4-yl)benzamide